(3R,4R)-4-(3,4-dimethoxybenzyl)-3-(3-methoxy-4-(((2R,3S,4S,5R)-3,4,5-trihydroxytetrahydro-2H-pyran-2-yl)oxy)benzyl)dihydrofuran-2(3H)-one COC=1C=C(C[C@@H]2[C@H](C(OC2)=O)CC2=CC(=C(C=C2)O[C@H]2OC[C@H]([C@@H]([C@@H]2O)O)O)OC)C=CC1OC